C[C@H]1[C@@H](CN(C1)CC1=NC=CC=N1)C=1NC(C=2N(C1)C(=NC2)C2CCOCC2)=O 6-[(3S,4S)-4-METHYL-1-(PYRIMIDIN-2-YLMETHYL)PYRROLIDIN-3-YL]-3-TETRAHYDROPYRAN-4-YL-7H-IMIDAZO[1,5-A]PYRAZIN-8-ON